zinc-manganese vanadium [V].[Mn].[Zn]